COS(=O)(=O)O.O1NC=CC=C1 oxazine methyl-sulfate salt